FC(CC)(OC1=CC(=CC=C1)N)OC1=CC(=CC=C1)N 3-fluoro-3,3-bis[3-aminophenoxy]propane